FC1=C(C(=O)N([C@H]2CNCCC2)C2=NC=CC3=C2C=C(S3)C3=CC=C(C=C3)C(NC3=CC=CC=C3)=O)C=CC(=C1)C=1N=NN(C1)C 2-fluoro-4-(1-methyltriazol-4-yl)-N-[2-[4-(phenylcarbamoyl)phenyl]thieno[3,2-c]pyridin-4-yl]-N-[(3R)-3-piperidyl]benzamide